C=1C(C=CC2=C3C=CC=CC3=CC12)=O 2-Fluorenone